(3S,4S,5R)-azocane-3,4,5-triol N1C[C@@H]([C@H]([C@@H](CCC1)O)O)O